(E)-tert-butyl (2-(3-bromo-4-(methoxymethoxy)styryl)benzo[d]thiazol-5-yl)(methyl)carbamate BrC=1C=C(/C=C/C=2SC3=C(N2)C=C(C=C3)N(C(OC(C)(C)C)=O)C)C=CC1OCOC